ClC1=C(OCCO[C@H]2C[C@H](C2)C(=O)OC(C)(C)C)C=C(C(=C1)OC)C=1OC2=C(C=CC=C2C(C1)=O)Cl cis-tert-Butyl 3-[2-[2-chloro-5-(8-chloro-4-oxo-chromen-2-yl)-4-methoxy-phenoxy]ethoxy]cyclobutanecarboxylate